(1-fluorovinyl)diphenylsulfonium trifluoromethanesulfonate FC(S(=O)(=O)[O-])(F)F.FC(=C)[S+](C1=CC=CC=C1)C1=CC=CC=C1